2-[N-morpholino]ethanesulfonic acid C1COCCN1CCS(=O)(=O)O.O